C(C)(C)(C)OC(=O)N(C(=O)OC(C)(C)C)CC1=C(C=NN(C1=O)CC(=O)O)Cl 2-[5-[[bis(tert-butoxycarbonyl)amino]methyl]-4-chloro-6-oxo-pyridazin-1-yl]acetic acid